NC1CCN(CC1)C1=NC(=C2N=CN(C2=N1)C(C)C)NCC1=C(C=CC=C1)C=1N=COC1 2-(4-aminopiperidin-1-yl)-9-isopropyl-N-(2-(oxazol-4-yl)benzyl)-9H-purin-6-amine